FC=1C=C(CC=2C=C3C(=NNC3=CC2)NC(C2=C(C=C(C=C2)N2CCN(CC2)C)NC2COC2)=O)C=C(C1)F N-(5-(3,5-difluorobenzyl)-1H-indazol-3-yl)-4-(4-methylpiperazin-1-yl)-2-(oxetan-3-ylamino)benzamide